ClC1=CC=CC=2N(C(=NC21)C2=NON=C2C)CC=2C=CC(=NC2)C#N 5-[[4-chloro-2-(4-methyl-1,2,5-oxadiazol-3-yl)benzoimidazol-1-yl]methyl]pyridine-2-carbonitrile